ClC1=CC=C(C(=N1)C(=O)O)NC(C)C=1C=C(C=C2C(C=C(OC12)C1=CC2=CN(N=C2C=C1)C)=O)C 6-Chloro-3-[1-[6-methyl-2-(2-methylindazol-5-yl)-4-oxo-chromen-8-yl]ethylamino]pyridine-2-carboxylic acid